3-(2-(3,4,5-trimethoxyphenyl)-1H-benzo[d]imidazol-1-yl)phenol COC=1C=C(C=C(C1OC)OC)C1=NC2=C(N1C=1C=C(C=CC1)O)C=CC=C2